7-Methoxy-3-methyl-1-(3-methylpyridin-4-yl)-8-(1H-pyrazol-4-yl)-1,3-dihydro-imidazo[4,5-c]quinolin-2-one COC=1C(=CC=2C3=C(C=NC2C1)N(C(N3C3=C(C=NC=C3)C)=O)C)C=3C=NNC3